O1C(CCCC1)N1N=CC(=C1)C1=CC=C(C=C1)B1OC(C(O1)(C)C)(C)C 1-(tetrahydro-2H-pyran-2-yl)-4-(4-(4,4,5,5-tetramethyl-1,3,2-dioxaborolan-2-yl)phenyl)-1H-pyrazole